COC1=CC=C(COC2=CC(=NC3=CC(=CC=C23)NC(OC(C)(C)C)=O)[C@@H]2[C@H](C2)C2=NC=CC(=N2)C)C=C1 |r| rac-tert-butyl (4-((4-methoxybenzyl)oxy)-2-((1S*,2S*)-2-(4-methylpyrimidin-2-yl)cyclopropyl)quinolin-7-yl)carbamate